C(C1=CC=CC=C1)N1C[C@@H]([C@H](CC1)C)NC (3R,4S)-1-benzyl-N,4-dimethylpiperidin-3-amine